C1(CC1)CN1C(=CC=2C1=NC=CC2)C2=NC1=C(N2CC2CN(C2)C(C2=C(C=CC=C2)F)=O)C(=CC(=C1)C(=O)N1C2CCC(C1)[C@H]2N)OC (7R)-2-{2-[1-(cyclopropylmethyl)-1H-pyrrolo[2,3-b]pyridin-2-yl]-1-{[1-(2-fluorobenzoyl)azetidin-3-yl]methyl}-7-methoxy-1H-1,3-benzodiazole-5-carbonyl}-2-azabicyclo[2.2.1]heptan-7-amine